1,2-bis(t-butyldimethylsiloxy)ethane tert-butyl-3-(2-amino-4-(methoxycarbonyl)phenoxy)-3-methylazetidine-1-carboxylate C(C)(C)(C)OC(=O)N1CC(C1)(C)OC1=C(C=C(C=C1)C(=O)OC)N.O([Si](C)(C)C(C)(C)C)CCO[Si](C)(C)C(C)(C)C